phenyl carbonate C(OC1=CC=CC=C1)([O-])=O